C(#N)C1=CC=C(C=C1)C(C)=NS(=O)(=O)C1=CC=C(C=C1)C N-(1-(4-cyanophenyl)ethylidene)-4-methylbenzenesulfonamide